4-amino-N,N-dimethylbenzenesulfonamide CN(C)S(=O)(=O)C1=CC=C(C=C1)N